dibenzyl (((N-benzyl-2,2-dimethylbutanamido)oxy)methyl) phosphate P(=O)(OCC1=CC=CC=C1)(OCC1=CC=CC=C1)OCON(C(C(CC)(C)C)=O)CC1=CC=CC=C1